DL-glutamic acid monohydrate O.N[C@@H](CCC(=O)O)C(=O)O |r|